(S)-4-(6-((5-bromo-1-(methyl-d3)-2-oxo-1,2-dihydropyridin-3-yl)amino)pyridin-3-yl)-3-methylpiperazine-1-carboxylate BrC=1C=C(C(N(C1)C([2H])([2H])[2H])=O)NC1=CC=C(C=N1)N1[C@H](CN(CC1)C(=O)[O-])C